6-chloro-4-(cyclopropoxy)-3-cyclopropyl-pyridazine ClC1=CC(=C(N=N1)C1CC1)OC1CC1